C(C)OC(=O)C=1C(N=C(NC1C)C=1SC=CN1)C1=C(C=C(C=C1)F)Cl 4-(2-chloro-4-fluorophenyl)-6-methyl-2-(thiazol-2-yl)-1,4-dihydropyrimidine-5-carboxylic acid ethyl ester